2-(3-(4-ethoxyphenyl)-1-methylureido)-5-oxo-5H-thieno[3,2-b]pyran-6-carboxylic acid C(C)OC1=CC=C(C=C1)NC(N(C)C1=CC=2OC(C(=CC2S1)C(=O)O)=O)=O